1-methyl-4-oxo-1,4-dihydro-1,8-naphthyridine-3-carboxylic acid tert-butyl ester C(C)(C)(C)OC(=O)C1=CN(C2=NC=CC=C2C1=O)C